(bromomethyl)-2-chloro-8-cyclobutoxy-1,5-naphthyridine BrCC=1C(=NC2=C(C=CN=C2C1)OC1CCC1)Cl